N-[(2E)-3-(benzenesulfonyl)-3-fluoroprop-2-en-1-yl]-2-oxo-1,2,5,6,7,8-hexahydroquinoline-3-carboxamide C1(=CC=CC=C1)S(=O)(=O)/C(=C/CNC(=O)C=1C(NC=2CCCCC2C1)=O)/F